1-Pentadecanoyl-rac-glycerol C(CCCCCCCCCCCCCC)(=O)OC[C@H](O)CO |r|